C(CCCCCCC)C1=CC=C(C=C1)O p-n-Octylphenol